O1CCN(CC1)C1=C2C=C(NC2=NC=N1)C1=CC=C(C=C1)NC(=O)C1(CCC2(CNC2)CC1)O N-[p-(4-morpholino-1H-1,5,7-triazainden-2-yl)phenyl]-7-hydroxy-2-aza-7-spiro[3.5]nonanecarboxamide